C(C)(=O)C1=C(C=2CC3=CC=CC=C3C2C=C1)CC#N 2-acetylfluoreneacetonitrile